2-(6-Chloro-benzothiazol-2-ylamino)-1-methyl-1H-benzoimidazole-5-carboxylic acid [1-(2-methanesulfonylamino-ethyl)-pyrrolidin-3-yl]-amide CS(=O)(=O)NCCN1CC(CC1)NC(=O)C1=CC2=C(N(C(=N2)NC=2SC3=C(N2)C=CC(=C3)Cl)C)C=C1